trilithium iron manganese phosphate P(=O)([O-])([O-])[O-].[Mn+2].[Fe+2].[Li+].[Li+].[Li+]